C12CC(CC(CCC1)N2)N(C=2SC1=C(C=NC(=C1)C=1C=CC=3N(C1)C=C(N3)C)N2)C N-(9-azabicyclo[3.3.1]non-3-yl)-N-methyl-6-(2-methylimidazo[1,2-a]pyridin-6-yl)[1,3]thiazolo[4,5-c]pyridin-2-amine